NC=1C=C(OC=2C=C(C=CC2)OC2=CC(=CC=C2)OC2=CC(=CC=C2)N)C=CC1 Bis[3-(3-aminophenoxy) phenyl] ether